CN1N=C(C2=CC=CC=C2C1=O)C(=O)N1CCN(CC1)C(=O)OC(C)(C)C tert-butyl 4-(3-methyl-4-oxo-phthalazine-1-carbonyl)piperazine-1-carboxylate